N\C=C(/C(=O)OCC)\C1=CC=CC=C1 ethyl (Z)-3-amino-2-phenylacrylate